OC(CO[C@@H]1[C@H](CN(C1)CCO)C1=CC=2C=NC(=CC2N1C1=NC=C(C=C1)C(F)(F)F)C(=O)N)(C)C ((3R,4R)-4-(2-Hydroxy-2-methylpropoxy)-1-(2-hydroxyethyl)pyrrolidin-3-yl)-1-(5-(trifluoromethyl)pyridin-2-yl)-1H-pyrrolo[3,2-c]pyridine-6-carboxamide